FC1=C(C=CC(=C1)F)CC1(CCN(CC1)C(=O)OC(C)(C)C)O tert-Butyl 4-[(2,4-difluorophenyl)methyl]-4-hydroxy-piperidine-1-carboxylate